COC=1C=C(C=NC1N1N=NC=C1)NC(=O)C=1C=NN(C1C(F)(F)F)C1=C2C=CC=NC2=CC=C1 N-(5-methoxy-6-(1H-1,2,3-triazol-1-yl)pyridin-3-yl)-1-(quinolin-5-yl)-5-(trifluoromethyl)-1H-pyrazole-4-carboxamide